C1C(CC12CCNCC2)N2C=CC1=C(C=CC=C21)N2C(NC(CC2)=O)=O 1-(1-(7-azaspiro[3.5]nonan-2-yl)-1H-indol-4-yl)dihydropyrimidine-2,4(1H,3H)-dione